2-(3-(sec-butyl)-2-oxo-1,2,3,5-tetrahydro-4H-benzo[1,4]diazepin-4-yl)-N-methylacetamide C(C)(CC)C1C(NC2=C(CN1CC(=O)NC)C=CC=C2)=O